rel-8-((2R,6R)-2-((difluoromethoxy)methyl)-6-methylmorpholino)-3-(5-(difluoromethyl)-1,3,4-thiadiazol-2-yl)-N-(1-methylcyclopropyl)imidazo[1,2-a]pyridine-6-sulfonamide FC(OC[C@@H]1O[C@@H](CN(C1)C=1C=2N(C=C(C1)S(=O)(=O)NC1(CC1)C)C(=CN2)C=2SC(=NN2)C(F)F)C)F |o1:4,6|